ClC1=NC(=CC2=C1N=CN=C2NCC(C)(C)C)NC(C#C)C2=C1C=CN(C(C1=C(C=C2)F)=O)C 5-{1-{[8-chloro-4-(neopentylamino)pyrido[3,4-d]pyrimidin-6-yl]amino}prop-2-yn-1-yl}-8-fluoro-2-methylisoquinolin-1(2H)-one